FC1=C(C=CC=C1F)[C@@H](C)NC=1C2=C(N=C(N1)C)C=NC(=C2)N2C[C@@H](CC2)NC(C)=O N-[(3R)-1-(4-{[(1R)-1-(2,3-difluorophenyl)ethyl]amino}-2-methylpyrido[3,4-d]pyrimidin-6-yl)pyrrolidin-3-yl]acetamide